N-(piperidin-4-yl)picolinamide N1CCC(CC1)NC(C1=NC=CC=C1)=O